C(C)(C)(C)C1N(CCC1C(\C=C\C=1C=C(C=CC1)C1=CC=CC=C1)=O)C(=O)O.NC1=C(C(=C(C(=C1O)N)O)C)O 4,6-diamino-2-methyl-1,3,5-benzenetriol tert-butyl-(E)-3-(3-([1,1'-biphenyl]-3-yl)acryloyl)-pyrrolidine-1-carboxylate